Cl.C1(CC1)CN1CCC(CC1)CN [1-(cyclopropylmethyl)-4-piperidyl]methanamine hydrochloric acid salt